NCCS(=O)(=O)CCNC(OC(C)(C)C)=O tert-butyl N-[2-(2-aminoethanesulfonyl)ethyl]carbamate